N-(3-chloro-5-((2-hydroxyethyl)sulfonamido)phenyl)-5-(3,5-difluoropyridin-2-yl)-1-methyl-1H-pyrrole-3-carboxamide ClC=1C=C(C=C(C1)NS(=O)(=O)CCO)NC(=O)C1=CN(C(=C1)C1=NC=C(C=C1F)F)C